11α-hydroxyandrost-4-ene-3,17-dione O[C@H]1[C@@H]2[C@]3(CCC(C=C3CC[C@H]2[C@@H]2CCC([C@@]2(C)C1)=O)=O)C